methyl (2R)-1-(6-chloro-1-(2,6-diethylphenyl)-7-(2-fluorophenyl)-2-oxo-1,2-dihydropyrido[2,3-d]pyrimidin-4-yl)-4-(2-propenoyl)-2-piperazinecarboxylate ClC1=CC2=C(N(C(N=C2N2[C@H](CN(CC2)C(C=C)=O)C(=O)OC)=O)C2=C(C=CC=C2CC)CC)N=C1C1=C(C=CC=C1)F